OCC1CN(CC1)C=1OC(=C(N1)C(=O)O)C 2-(3-(hydroxymethyl)pyrrolidin-1-yl)-5-methyloxazole-4-carboxylic acid